ClC1=NC=C(C(=N1)NCC1=C(C=CC=C1OC)OC)C(=O)N 2-chloro-4-((2,6-dimethoxybenzyl)amino)pyrimidin-5-carboxamide